tert-butyl 2-(4-isopropylphenyl)-9-methyl-8-oxo-2,3,4,5a,6,7,8,9-octahydro-5H-1,2,5,7-tetraazabenzo[cd]azulene-5-carboxylate C(C)(C)C1=CC=C(C=C1)N1N=C2C(C(NCC3C2=C1CCN3C(=O)OC(C)(C)C)=O)C